C1C=C(C=CC1O)CC(=O)C(=O)[O-] The molecule is a 2-oxo monocarboxylic acid anion that is the conjugate base of 3,4-dihydro-4-hydroxyphenylpyruvic acid, obtained by deprotonation of the carboxy group; major species at pH 7.3. It derives from a pyruvate. It is a conjugate base of a 3,4-dihydro-4-hydroxyphenylpyruvic acid.